N1N=CC(=C1)C1CN(CCO1)C1=NC(=CC=C1)C1=CN=C2N1C=C(C=C2)C(F)(F)F 2-(1H-pyrazol-4-yl)-4-[6-[6-(trifluoromethyl)imidazo[1,2-a]pyridin-3-yl]-2-pyridinyl]morpholine